(S)-2-(3-(4-(6-((((9H-fluoren-9-yl)methoxy)carbonyl)amino)hexanamido)butanamido)phenyl)-2-(isoindolin-2-yl)acetic acid C1=CC=CC=2C3=CC=CC=C3C(C12)COC(=O)NCCCCCC(=O)NCCCC(=O)NC=1C=C(C=CC1)[C@@H](C(=O)O)N1CC2=CC=CC=C2C1